5-oxo-2,3,4,5-tetrahydro-1H-benzo[b]azepine-4-carboxylic acid ethyl ester C(C)OC(=O)C1C(C2=C(NCC1)C=CC=C2)=O